CN(C1CN(C1)C1=C(C=CC(=N1)NC(OC(C)(C)C)=O)C1=COC=C1)C Tert-Butyl (6-(3-(dimethylamino)azetidin-1-yl)-5-(furan-3-yl)pyridin-2-yl)carbamate